Cl.COC(C1=C(C(=CC(=C1)OC[C@H]1CNCCO1)C=1SC(=CN1)C)F)=O (R)-2-fluoro-3-(5-methylthiazol-2-yl)-5-(morpholin-2-ylmethoxy)benzoic acid methyl ester hydrochloride